6-tert-butyl-1,1-dimethyl-4-indanyl methyl ketone CC(=O)C=1C=2CCC(C2C=C(C1)C(C)(C)C)(C)C